ClC=1C(=C(C(=CC1C(C(F)(F)F)(C)C)C)C=1NC=2C=CN=C(C2C(C1)=O)C(=O)N)F 2-[3-chloro-2-fluoro-6-methyl-4-(2,2,2-trifluoro-1,1-dimethyl-ethyl)phenyl]-4-oxo-1H-1,6-naphthyridine-5-carboxamide